C1(=CC=CC=C1)C=1C=C2C(=CNC2=CC1)C=O 5-PHENYL-1H-INDOLE-3-CARBALDEHYDE